1-tetradecylpyridine chloride [Cl-].C(CCCCCCCCCCCCC)N1CC=CC=C1